OC=1C=NN(C1)C1C[C@H]2CC[C@@H](C1)N2C(=O)OC(C)(C)C tert-butyl (1R,3s,5S)-3-(4-hydroxy-1H-pyrazol-1-yl)-8-azabicyclo[3.2.1]octane-8-carboxylate